5,5-di(but-3-en-1-yl)-2,2-dimethyl-1,3-dioxane-4,6-dione C(CC=C)C1(C(OC(OC1=O)(C)C)=O)CCC=C